tricyclododecanol palmitate C(CCCCCCCCCCCCCCC)(=O)O.C1(CCCCCCCCCCC1)O.C1(CCCCCCCCCCC1)O.C1(CCCCCCCCCCC1)O